1,2-dimethoxy-propane praseodymium [Pr].COCC(C)OC